3-(6-(3-(Cyclohexylmethyl)morpholino)-1-methyl-1H-pyrazolo[3,4-d]pyrimidin-3-yl)-2,6-difluoro-5-(trifluoromethyl)phenol C1(CCCCC1)CC1COCCN1C1=NC=C2C(=N1)N(N=C2C=2C(=C(C(=C(C2)C(F)(F)F)F)O)F)C